CC1=C(C=CC=C1NC(C1=NC=C(C(=C1)OC)CNCCOC(F)F)=O)C1=C(C(=CC=C1)NC(C1=NC=C(C(=C1)OC)CNCCOC(F)F)=O)C N,N'-(2,2'-dimethyl-[1,1'-biphenyl]-3,3'-diyl)bis(5-(((2-(difluoromethoxy)ethyl)amino)methyl)-4-methoxypicolinamide)